COC1=CC=C(C=N1)C=1C=C(C(=C(C1)O)[C@H]1[C@@H](C[C@@H](C(=C1)C)O)C(=C)C)O (1'R,2'R,4'S)-4-(6-Methoxypyridin-3-yl)-5'-methyl-2'-(prop-1-en-2-yl)-1',2',3',4'-tetrahydro-[1,1'-biphenyl]-2,4',6-triol